C(C)(C)(C)N(C(O)=O)C1=CC(=C(C=C1)NC(C1=CC(=CC=C1)N)=O)C.ClC1=CC=C(S1)C#CC=1C=C(C=CC1)C1=NN(C(=C1CC1=CC(=C(C=C1)S(N)(=O)=O)F)CC1CC1)C=1SC=CN1 2-(3-(3-((5-chlorothiophen-2-yl)ethynyl)phenyl)-5-(cyclopropylmethyl)-4-(3-fluoro-4-sulfamoylbenzyl)-1H-pyrazol-1-yl)thiazole tert-Butyl-(4-(3-aminobenzamido)-3-methylphenyl)carbamate